BrC1=CC(=CC=C1)CCC 1-bromo-3-propylbenzene